(M-(4,4-difluorocyclohexyl){7-[4-(2,2-difluoropropylcarbamoyl)-tetrahydropyran-4-yl]imidazo[1,2-b]pyridazin-2-yl}methyl)-1,2,5-oxadiazole-3-carboxamide FC1(CCC(CC1)C1COCCC1(C(NCC(C)(F)F)=O)C1=CC=2N(N=C1)C=C(N2)CC=2C(=NON2)C(=O)N)F